COC1=NC=CC=N1 methoxy-pyrimidin